dimethylsilylene(cyclopentadienyl)zirconium C[Si](=[Zr]C1C=CC=C1)C